C(CC)SC(OCOP(=O)(OCC1=CC=CC=C1)OCC1=CC=CC=C1)=O thiocarbonic acid O-({[bis(phenylmethyloxy) phosphoryl] oxy} methyl) ester S-propyl ester